4-Acetamido-N-[2-(diethylamino)ethyl]-2-methoxybenzamide CCN(CC)CCNC(=O)C1=C(C=C(C=C1)NC(=O)C)OC